4-amino-N-ethyl-N-(6-(trifluoromethyl)-2,3-dihydrobenzofuran-3-yl)imidazo[1,5-a]quinoxaline-8-carboxamide NC=1C=2N(C3=CC(=CC=C3N1)C(=O)N(C1COC3=C1C=CC(=C3)C(F)(F)F)CC)C=NC2